(R)-(6-(2-methylpyridin-4-yl)-1,3,4,5-tetrahydrobenzo[c]oxepin-1-yl)methanamine dihydrochloride salt Cl.Cl.CC1=NC=CC(=C1)C1=CC=CC=2[C@@H](OCCCC21)CN